CC(C(C=O)=C)CCC=C(C)C 3,7-dimethyl-2-methylen-6-octenal